C(C)NC(=S)NOCC1=CC=C(OC2CN(C2)C=2C(=C(C(=O)OC)C=CC2)N2C=CC=C2)C=C1 Methyl 3-(3-(4-(((ethylthiocarbamoylamino)oxy)methyl)phenoxy)azetidin-1-yl)-2-(1H-pyrrol-1-yl)benzoate